bis(4-hydroxyphenyl) disulfone OC1=CC=C(C=C1)S(S(=O)(=O)C1=CC=C(C=C1)O)(=O)=O